C(CC)N1C(C(=C(C1=O)C1=CSC=C1)C1=CSC=C1)=O 1-propyl-3,4-di(thiophen-3-yl)-1H-pyrrole-2,5-dione